N1CC(C1)C=1C(=NN(C1NC(=O)NCC(F)(F)F)C)C1CC(C1)(F)F 1-(4-(azetidin-3-yl)-3-(3,3-difluorocyclobutyl)-1-methyl-1H-pyrazol-5-yl)-3-(2,2,2-trifluoroethyl)urea